2-methoxyphenylhydrazine COC1=C(C=CC=C1)NN